3-((6-cyano-1-(2-methoxyethyl)-5-(trifluoromethyl)-1H-benzo[d]imidazol-2-yl)amino)-N-hydroxybenzamide C(#N)C=1C(=CC2=C(N(C(=N2)NC=2C=C(C(=O)NO)C=CC2)CCOC)C1)C(F)(F)F